NC(CCC(C(=O)OC(C)(C)C)C=1C(=NC2=CC=CC(=C2C1)F)C)=O tert-butyl 5-amino-2-(5-fluoro-2-methylquinolin-3-yl)-5-oxopentanoate